C=C=C=C=C=C=C=C=C=CC undecanonen